O=C(C(=O)O)C1N(C(CC1)=O)CCC1=CC=CC=C1 2-Oxo-2-[5-oxo-1-(2-phenylethyl)pyrrolidin-2-yl]acetic Acid